The molecule is an aminopyrimidine that is pyrimidin-4-amine substituted by a methyl group at position 2 and a diphosphooxymethyl group at position 5. It has a role as an Escherichia coli metabolite. It is an aminopyrimidine and an alkyl diphosphate. It is a conjugate acid of a 4-amino-2-methyl-5-diphosphonatooxymethylpyrimidine(3-). CC1=NC=C(C(=N1)N)COP(=O)(O)OP(=O)(O)O